beta-aminoethyl-tributoxysilane NCC[Si](OCCCC)(OCCCC)OCCCC